C(C)(C)(C)OC(=O)N[C@H](C(=O)N1[C@@H]([C@H]2[C@H]3C=C[C@@H]([C@]2(C1)F)C3)C(=O)O)C(C)(C)C (1S,3aS,4S,7R,7aR)-2-((S)-2-((tert-butoxycarbonyl)amino)-3,3-dimethylbutanoyl)-3a-fluoro-2,3,3a,4,7,7a-hexahydro-1H-4,7-methanoisoindole-1-carboxylic acid